CC1(CCCC2(C(C3(OC3)CCC12)C)C)C 4,4,8,8a-Tetramethylspiro[2,3,4a,5,6,8-hexahydro-1H-naphthalene-7,2'-oxirane]